NC=1C(NC2=C(C=NC(=C2C1C1=C2C=NNC2=C(C=C1)F)OC)Cl)=O 3-Amino-8-chloro-4-(7-fluoro-1H-indazol-4-yl)-5-methoxy-1H-1,6-naphthyridin-2-one